5-[4-(5-fluoro-6-methoxypyridin-3-yl)piperidine-1-carbonyl]-6-methyl-N-(1-methylcyclopropyl)furo[2,3-d]pyrimidin-4-amine FC=1C=C(C=NC1OC)C1CCN(CC1)C(=O)C1=C(OC=2N=CN=C(C21)NC2(CC2)C)C